2-(difluoromethyl)-5-(4-((4-(4-fluoro-(4-methylpiperazin-1-yl)phenyl)-1H-1,2,3-triazol-1-yl)methyl)phenyl)-1,3,4-oxadiazole FC(C=1OC(=NN1)C1=CC=C(C=C1)CN1N=NC(=C1)C1=C(C=C(C=C1)F)N1CCN(CC1)C)F